FC(C[C@H](C)NC(O[C@H]1CO[C@@H](C1)C=1C=NC(=NC1)NC1=CC=C(C=C1)S(N)(=O)=O)=O)(F)F |&1:8,11| rac-(3R,5S)-5-(2-((4-sulfamoylphenyl)amino)pyrimidin-5-yl)tetrahydrofuran-3-yl ((S)-4,4,4-trifluorobutan-2-yl)carbamate